(3R,4R)-4-{[5-(2,4-difluoro-phenyl)-isoxazole-3-carbonyl]-amino}-1-(2-hydroxy-cyclohexyl)-piperidine-3-carboxylic acid dimethylamide CN(C(=O)[C@@H]1CN(CC[C@H]1NC(=O)C1=NOC(=C1)C1=C(C=C(C=C1)F)F)C1C(CCCC1)O)C